N1(C=NC=C1)C1=CC=C(C(=O)O)C=C1 4-(1-imidazolyl)benzoic acid